S1C(=NC=C1)C=1N=NN(C1)[C@@H]1[C@H]([C@@H](O[C@@H]([C@@H]1O)CO)C1=NC(=NN1C1=CC2=C(N=C(S2)C)C=C1)C)O 6-{5-{3-deoxy-3-[4-(2-thiazolyl)-1H-1,2,3-triazol-1-yl]-β-D-galactopyranosyl}-3-methyl-1H-1,2,4-triazol-1-yl}-2-methylbenzothiazole